BrC1=C(O[C@H]2C[C@H](CCC2)CCO[Si](C2=CC=CC=C2)(C2=CC=CC=C2)C(C)(C)C)C=C(C=C1)C (2-((1R,3R)-3-(2-Bromo-5-methylphenoxy)cyclohexyl)ethoxy)(tert-butyl)diphenylsilane